6-(6-((E)-2-(5-cyclopropyl-3-(3,5-dichloropyridin-4-yl)isoxazol-4-yl)vinyl)-3-azabicyclo[3.1.0]hex-3-yl)-4-((1r,3r)-3-fluorocyclobutoxy)quinoline-2-carboxylic acid C1(CC1)C1=C(C(=NO1)C1=C(C=NC=C1Cl)Cl)/C=C/C1C2CN(CC12)C=1C=C2C(=CC(=NC2=CC1)C(=O)O)OC1CC(C1)F